6-Methoxyquinoline-4-carboxylic acid tert-Butyl-(4-bromoquinolin-6-yl)carbamate C(C)(C)(C)N(C(O)=O)C=1C=C2C(=CC=NC2=CC1)Br.COC=1C=C2C(=CC=NC2=CC1)C(=O)O